ClC1=CC=C(C[C@@H]2CC[C@@]([C@@]2(O)CN2N=CN=C2)(C)CCl)C=C1 (1R,2R,5S)-5-(4-chlorobenzyl)-2-(chloromethyl)-2-methyl-1-(1H-1,2,4-triazol-1-ylmethyl)cyclopentan-1-ol